(4-fluoro-1-isopropyl-imidazo[4,5-c]pyridin-6-yl)boronic acid FC1=NC(=CC2=C1N=CN2C(C)C)B(O)O